4-methyl-2-oxo-2H-benzopyran-7-yl acrylate C(C=C)(=O)OC1=CC2=C(C(=CC(O2)=O)C)C=C1